COC([C@@H](NC(=O)OCC1=CC=CC=C1)CO)=O N-CBZ-L-serine methyl ester